[N+](=O)([O-])C1=C(C=CC(=C1)[N+](=O)[O-])C(C1=CC=C(C=C1)OC(C=CC1=CC=CC=C1)=O)=NN 3-phenyl-acrylic acid 4-[(2,4-dinitro-phenyl)-hydrazonomethyl]-phenyl ester